2-(3,5-bis(trifluoromethyl)benzylidene)-6-hydroxybenzofuran-3(2H)-one FC(C=1C=C(C=C2OC3=C(C2=O)C=CC(=C3)O)C=C(C1)C(F)(F)F)(F)F